[O-]P([O-])(=O)OP(=O)([O-])OP(=O)([O-])OP(=O)([O-])[O-].[Ni+2].[Ni+2].[Ni+2] nickel tetraphosphate